7-(3-cyclopropanecarbonyl-azetidin-1-yl)-6-fluoro-4-oxo-1-(1,2,4-thiadiazol-5-yl)-1,4-dihydro-1,8-naphthyridine-3-carboxylic acid C1(CC1)C(=O)C1CN(C1)C1=C(C=C2C(C(=CN(C2=N1)C1=NC=NS1)C(=O)O)=O)F